Cl.NCCCCCCCCN(CCCC1=CC2=C(N(C(N2C)=O)C2C(NC(CC2)=O)=O)C=C1)C 3-[5-[3-[8-aminooctyl(methyl)amino]propyl]-3-methyl-2-oxo-benzimidazol-1-yl]piperidine-2,6-dione hydrochloride